O=C([C@H](O)[C@@H](O)[C@H](O)[C@H](O)CO)[O-].[Zn+2].O=C([C@H](O)[C@@H](O)[C@H](O)[C@H](O)CO)[O-] zinc gluconate